methyl 2-amino-4-[6-[bis[(4-methoxyphenyl)methyl]amino]-4-methyl-3-(trifluoromethyl)-2-pyridyl]-5-chloro-3,6-difluoro-benzoate NC1=C(C(=O)OC)C(=C(C(=C1F)C1=NC(=CC(=C1C(F)(F)F)C)N(CC1=CC=C(C=C1)OC)CC1=CC=C(C=C1)OC)Cl)F